3-bromo-4-fluoropyridine BrC=1C=NC=CC1F